C=1N=CN2C1C1=CC=CC=C1[C@@H]2[C@@H]2[C@@H](C1(C2)CCN(CC1)S(=O)(=O)C)O (1S,2R)-2-[(5S)-5H-imidazo[4,3-a]isoindol-5-yl]-7-methanesulfonyl-7-azaspiro[3.5]nonan-1-ol